(R)-2-fluoro-4-((1-methyl-1-(2-oxo-2-(thiazol-2-ylamino)ethyl)-6-(2-(4-(phenoxymethyl)-1H-1,2,3-triazol-1-yl)ethoxy)-1,2,3,4-tetrahydroisoquinolin-7-yl)oxy)benzoic acid FC1=C(C(=O)O)C=CC(=C1)OC1=C(C=C2CCN[C@@](C2=C1)(CC(NC=1SC=CN1)=O)C)OCCN1N=NC(=C1)COC1=CC=CC=C1